N-(4-(2-(methylthio)-4-(3-(phenylsulfonamido)phenyl)-1H-imidazol-5-yl)pyridin-2-yl)acetamide CSC=1NC(=C(N1)C1=CC(=CC=C1)NS(=O)(=O)C1=CC=CC=C1)C1=CC(=NC=C1)NC(C)=O